benzyl (3-((1S,3R)-3-hydroxycyclopentyl)-1H-pyrazol-5-yl)carbamate O[C@H]1C[C@H](CC1)C1=NNC(=C1)NC(OCC1=CC=CC=C1)=O